1,4-di(3-carboxyl-phenoxy)benzene C(=O)(O)C=1C=C(OC2=CC=C(C=C2)OC2=CC(=CC=C2)C(=O)O)C=CC1